(R)-5-(2-ethoxy-3-pyridyl)-3-methyl-1-[1-methylpropyl]-N-(1H-1,2,4-triazol-3-ylmethyl)pyrazolo[4,3-b]pyridin-7-amine C(C)OC1=NC=CC=C1C1=CC(=C2C(=N1)C(=NN2[C@@H](CC)C)C)NCC2=NNC=N2